methyl 3-(2-oxopropyl)-1H-indole-6-carboxylate O=C(CC1=CNC2=CC(=CC=C12)C(=O)OC)C